tert-butyl (2-(2-(bromomethoxy)ethoxy)ethyl)carbamate BrCOCCOCCNC(OC(C)(C)C)=O